N-(1,3-dihydroxy-2-methylpropan-2-yl)pyrazolo[1,5-a]pyrimidine-3-carboxamide OCC(CO)(C)NC(=O)C=1C=NN2C1N=CC=C2